NC1=NC=NC=2C3=C(CC(C12)(C)C)C(=C(C=C3)N3CCNCC3)N(CCC#N)C 3-[(4-amino-5,5-dimethyl-8-piperazin-1-yl-6H-benzo[H]quinazolin-7-yl)-methyl-amino]propionitrile